4-(((adamantan-1-yl)amino)methyl)-N-(3-(2,4-dioxotetrahydropyrimidin-1(2H)-yl)phenyl)benzamide C12(CC3CC(CC(C1)C3)C2)NCC2=CC=C(C(=O)NC3=CC(=CC=C3)N3C(NC(CC3)=O)=O)C=C2